ethyl (2R)-2-[2-[(1s,4s)-4-([3-[(tert-butoxycarbonyl)amino]pyridin-2-yl]methoxy)cyclohexyl]phenoxy]propanoate C(C)(C)(C)OC(=O)NC=1C(=NC=CC1)COC1CCC(CC1)C1=C(O[C@@H](C(=O)OCC)C)C=CC=C1